NC1=CC(=C(C(=O)NCCOCCNC(OC(C)(C)C)=O)C=C1)C tert-Butyl N-[2-[2-[(4-amino-2-methyl-benzoyl)amino]ethoxy]ethyl]carbamate